Cl.Cl.ClC1=C(C=CC=C1Cl)N1CCN(CC1)CCNC1CCCCC1 {2-[4-(2,3-dichlorophenyl)-piperazin-1-yl]-ethyl}-cyclohexylamine dihydrochloride